[Na+].C(CCCCCCCCCCCCC)(=O)[O-].[Na+].C(CCCCCCCCCCCCC)(=O)[O-] sodium myristate sodium